O1C=NC2=C1C=C(C=C2)COC2=CC=CC(=N2)N2CCN(CC2)CC2=NC1=C(N2C[C@H]2OCC2)C=C(C=C1)C(=O)O (S)-2-((4-(6-(benzo[d]oxazol-6-ylmethoxy)pyridin-2-yl)piperazin-1-yl)methyl)-1-(oxetan-2-ylmethyl)-1H-benzo[d]imidazole-6-carboxylic acid